cetyl-tyrosine C(CCCCCCCCCCCCCCC)N[C@@H](CC1=CC=C(C=C1)O)C(=O)O